2-((2-(oxetan-3-yl)ethyl)amino)pyrido[2,3-d]pyrimidin-7(8H)-one O1CC(C1)CCNC=1N=CC2=C(N1)NC(C=C2)=O